C(CCCCC)(=O)OOC1=CC2=C(N(C(S2)=O)C2=NC=C(C=C2Cl)C(F)(F)F)C(=C1)C#CC propynyl-(3-(3-chloro-5-(trifluoromethyl) pyridin-2-yl)-2-oxo-2,3-dihydrobenzothiazol-6-yloxy) hexanoate